3-({[(1S)-6-ethyl-1,2,3,4-tetrahydronaphthalen-1-yl]methyl}amino)pyridine-4-carboxylic acid C(C)C=1C=C2CCC[C@@H](C2=CC1)CNC=1C=NC=CC1C(=O)O